(4-((3-(7-((3,3-difluoro-1-methylpiperidin-4-yl)amino)-3-(2,2,2-trifluoroethyl)benzo[b]thiophen-2-yl)prop-2-yn-1-yl)amino)-3-methoxyphenyl)dimethylphosphine oxide FC1(CN(CCC1NC1=CC=CC2=C1SC(=C2CC(F)(F)F)C#CCNC2=C(C=C(C=C2)P(C)(C)=O)OC)C)F